COC[C@H]1NCCOC2=CC=CC(C3=NNC4=CC=C(OCC1)C=C34)=C2 (11S)-11-(methoxymethyl)-7,14-dioxa-10,19,20-triazatetracyclo[13.5.2.12,6.018,21]tricosa-1(20),2(23),3,5,15,17,21-heptaene